(R)-(1,3-Dimethyl-azetidin-3-yl)-{2-fluoro-3-[5-(tetrahydro-pyran-4-yl)-[1,2,4]oxadiazol-3-yl]-phenyl}-(4-isopropyl-phenyl)-methanol CN1CC(C1)(C)[C@](O)(C1=CC=C(C=C1)C(C)C)C1=C(C(=CC=C1)C1=NOC(=N1)C1CCOCC1)F